CC1=NC2=C(C=CC=C2C(=C1C)O)F 2,3-dimethyl-8-fluoro-4-hydroxyquinoline